2-(1-menthoxy)ethane-1-ol C1(CCC(CC1)C(C)C)(C)OCCO